methyl 2-oxo-2,3-dihydrooxazolo[4,5-b]pyridine-6-carboxylate O=C1OC=2C(=NC=C(C2)C(=O)OC)N1